4-(4,6-dimethoxy[1,3,5]triazin-2-yl)-4-methyl-morpholinium COC1=NC(=NC(=N1)OC)[N+]1(CCOCC1)C